1-(6-Bromo-2-(1H-tetrazol-5-yl)pyridin-3-yl)pentan-1-ol lithium salt [Li].BrC1=CC=C(C(=N1)C1=NN=NN1)C(CCCC)O